ethyl-(6R,16R)-9-fluoro-16-methyl-13-oxa-2,17,21,25-tetraazapentacyclo[16.6.2.02,6.07,12.022,16]hexacosane C(C)C12N3CCC[C@@H]3C3CC(CCC3OCC[C@]3(NC(CCNC3CC1)CN2)C)F